2-methyl-2,3-dihydro-1H-isoindole-1,3-dione CN1C(C2=CC=CC=C2C1=O)=O